C(#N)C1CC(C1)(OC(/C=C/C(=O)O)=O)C1=CC=C(C=C1)C(F)(F)F (E)-4-((cis)-3-cyano-1-(4-(trifluoromethyl)phenyl)cyclobutoxy)-4-oxobut-2-enoic acid